C(CCCCCCC)O mono-n-octyl alcohol